tert-butyl((5-(2-((4-(trifluoromethyl)phenyl)amino)phenyl)-1,3,4-oxadiazol-2-yl)methyl)carbamate C(C)(C)(C)OC(NCC=1OC(=NN1)C1=C(C=CC=C1)NC1=CC=C(C=C1)C(F)(F)F)=O